(S)-2-((fluorenylmethoxycarbonyl)amino)-3-(4-(4-(3-methoxypropyl)-2-oxopiperazin-1-yl)phenyl)propionic acid C1(=CC=CC=2C3=CC=CC=C3CC12)COC(=O)N[C@H](C(=O)O)CC1=CC=C(C=C1)N1C(CN(CC1)CCCOC)=O